N-[2-(4-hydroxypiperidin-1-yl)ethyl]-1-{4-[5-(2-phenylacetamido)-1,3,4-thiadiazol-2-yl]butyl}-1H-1,2,3-triazole-4-carboxamide OC1CCN(CC1)CCNC(=O)C=1N=NN(C1)CCCCC=1SC(=NN1)NC(CC1=CC=CC=C1)=O